(1-((cyclopropylmethyl)sulfonyl)piperidin-4-ylidene)acetonitrile C1(CC1)CS(=O)(=O)N1CCC(CC1)=CC#N